1-((4-amino-2-(ethoxymethyl)-1H-imidazo[4,5-c]quinolin-9-yl)oxy)propan-2-ol NC1=NC=2C=CC=C(C2C2=C1N=C(N2)COCC)OCC(C)O